FC1=C(C=CC=C1Cl)NC(C(C)OC1=CC=C(C(=O)O)C=C1)=O 4-((1-((2-fluoro-3-chlorophenyl)amino)-1-oxopropan-2-yl)oxy)benzoic acid